(S)-N-(4-amino-3,4-dioxo-1-phenylbutan-2-yl)-2,4-dichloro-5-fluorobenzamide NC(C([C@H](CC1=CC=CC=C1)NC(C1=C(C=C(C(=C1)F)Cl)Cl)=O)=O)=O